BrC=1C(=C(C(=C(N(CC2=CC=C(C=C2)OC)CC2=CC=C(C=C2)OC)C1)F)C)C(F)(F)F 5-bromo-2-fluoro-N,N-bis[(4-methoxyphenyl)methyl]-3-methyl-4-(trifluoromethyl)aniline